ClC1=C(C=C2C=CN(C2=C1)CC1=CC(=CC=C1)C(F)(F)F)NC(C=C)=O N-(6-chloro-1-(3-(trifluoromethyl)benzyl)-1H-indol-5-yl)acrylamide